7-fluoro-2-methyl-5-[2-(piperidin-4-yl)pyrazolo[4,3-d][1,3]thiazol-5-yl]indazole FC1=CC(=CC2=CN(N=C12)C)C=1SC=2C(N1)=CN(N2)C2CCNCC2